FC1(C(CN(CC1)C1=NC2=CC=CC=C2C=C1C(=O)NC1=CC(=CC=C1)S(N)(=O)=O)C)F 2-(4,4-difluoro-3-methylpiperidin-1-yl)-N-(3-sulfamoylphenyl)quinoline-3-carboxamide